ClC1=NC(=CC2=CN=CC=C12)C1=CC=NC=C1 1-Chloro-3-(pyridin-4-yl)-2,6-naphthyridine